(S)-5-chloro-1'-{2-[3,5-difluoro-4-(1-methanesulfonyl-ethyl)phenoxy]ethyl}-1,2-dihydrospiro[indole-3,4'-piperidin]-2-one ClC=1C=C2C(=CC1)NC(C21CCN(CC1)CCOC1=CC(=C(C(=C1)F)[C@H](C)S(=O)(=O)C)F)=O